2,2'-(1,4-phenylene)dipropanonitrile C1(=CC=C(C=C1)C(C#N)C)C(C#N)C